OC[C@H](C(C)C)NC(=O)C=1C=C(C(=NC1C(C)C)C(C)C)C(=O)N[C@H](CO)C(C)C Bis((S)-1-hydroxy-3-methylbut-2-yl)-2,6-diisopropylpyridine-3,5-dicarboxamide